carbonic acid, dioctyl ester C(OCCCCCCCC)(OCCCCCCCC)=O